CN1N=C(N=N1)C=1C2=C(N=C(N1)C1=CC=C(C=C1)C(F)(F)F)CN(CC2)C(C=C)=O 1-(4-(2-methyl-2H-tetrazol-5-yl)-2-(4-(trifluoromethyl)phenyl)-5,8-dihydropyrido[3,4-d]pyrimidin-7(6H)-yl)prop-2-en-1-one